N-(4-(4-amino-1-isopropyl-1H-pyrazolo[4,3-c]pyridin-3-yl)-2-fluorophenyl)-2-chlorobenzenesulfonamide NC1=NC=CC2=C1C(=NN2C(C)C)C2=CC(=C(C=C2)NS(=O)(=O)C2=C(C=CC=C2)Cl)F